C1(CC1)C=1C=C(C(=[N+](C1)[O-])C=1C=C2C(=CN1)N(C=C2)CC(C(F)(F)F)(F)F)F 5-(5-cyclopropyl-3-fluoro-1-oxido-pyridin-1-ium-2-yl)-1-(2,2,3,3,3-pentafluoropropyl)pyrrolo[2,3-c]pyridine